N1(CCNCC1)CCCCOC1=CC=C2C=CC=NC2=C1 7-(4-(1-piperazinyl)butoxy)quinoline